isopropyl 2-chloro-5-(1-(4-(dimethylamino) piperidin-1-yl) ethyl)-6-methylindolizine-7-carboxylate ClC=1C=C2C=C(C(=C(N2C1)C(C)N1CCC(CC1)N(C)C)C)C(=O)OC(C)C